2-(4-(4-(2-(5-Amino-8-(furan-2-yl)-2-oxothiazolo[5,4-e][1,2,4]triazolo[1,5-c]pyrimidin-3(2H)-yl)ethyl)piperazin-1-yl)-3-fluorophenoxy)acetic acid NC1=NC2=C(C=3N1N=C(N3)C=3OC=CC3)SC(N2CCN2CCN(CC2)C2=C(C=C(OCC(=O)O)C=C2)F)=O